5-(8-((4-isopropoxybenzyl)oxy)quinolin-4-yl)picolinonitrile C(C)(C)OC1=CC=C(COC=2C=CC=C3C(=CC=NC23)C=2C=CC(=NC2)C#N)C=C1